FC1(CCC(CC1)N1C(N([C@@H](C1)C#N)C1=CN=CC2=CC=CC=C12)=O)F (S)-1-(4,4-difluorocyclohexyl)-3-(isoquinolin-4-yl)-2-oxoimidazolidine-4-carbonitrile